4-(trimethylsilyl)phenylboric acid C[Si](C1=CC=C(C=C1)OB(O)O)(C)C